ditolyl-sulfonium maleate C(\C=C/C(=O)[O-])(=O)[O-].C1(=C(C=CC=C1)[SH+]C1=C(C=CC=C1)C)C.C1(=C(C=CC=C1)[SH+]C1=C(C=CC=C1)C)C